4-(methylsulfonyl)phenyl-2-cyclopenten-1-one CS(=O)(=O)C1=CC=C(C=C1)C=1C(CCC1)=O